C1=CC=C(C(=C1)C=O)Cl o-chlorobenzaldehyde